2-(3-(2-(2H-1,2,3-triazol-2-yl)propan-2-yl)-1-cyclopropyl-1H-pyrazol-5-yl)-N4-(2-methoxyethyl)-5-(trifluoromethyl)pyrimidine-2,4-diamine N=1N(N=CC1)C(C)(C)C1=NN(C(=C1)C1(NC=C(C(=N1)NCCOC)C(F)(F)F)N)C1CC1